4-[1-[2-[3-(difluoromethyl)-5-methyl-pyrazol-1-yl]acetyl]-4-piperidyl]-N-tetralin-1-yl-pyridine FC(C1=NN(C(=C1)C)CC(=O)N1CCC(CC1)C1=CCN(C=C1)C1CCCC2=CC=CC=C12)F